5-(3-(Difluoromethoxy)phenyl)-2-methyl-N-(3-methyl-1,2,4-thiadiazol-5-yl)furan-3-carboxamide FC(OC=1C=C(C=CC1)C1=CC(=C(O1)C)C(=O)NC1=NC(=NS1)C)F